rac-4-bromo-2-((1S*,2S*)-2-(4-methyl-pyrimidin-2-yl)cyclopropyl)quinolin-7-amine BrC1=CC(=NC2=CC(=CC=C12)N)[C@@H]1[C@H](C1)C1=NC=CC(=N1)C |r|